4-Benzyloxy-2-methyl-6-[2-(trifluoromethyl)-5-[4-(trifluoromethyl)cyclohexyl]-4-pyridyl]pyridine C(C1=CC=CC=C1)OC1=CC(=NC(=C1)C1=CC(=NC=C1C1CCC(CC1)C(F)(F)F)C(F)(F)F)C